2-ethyl-3-methyl-1-butanal C(C)C(C=O)C(C)C